2-(2-Methylphenylamino)-4-cyclohexyl-8,9-dihydro-7H-pyrido[1,2,3-gh]purin-5(4H)-one CC1=C(C=CC=C1)NC1=NC2=C3N(C(N(C3=N1)C1CCCCC1)=O)CCC2